4-((3-(((5-(2-chloroacetamido)pyridin-2-yl)methyl)carbamoyl)-2-methoxyphenyl)amino)-6-(cyclopropanecarboxamido)-N-(methyl-d3)nicotinamide ClCC(=O)NC=1C=CC(=NC1)CNC(=O)C=1C(=C(C=CC1)NC1=CC(=NC=C1C(=O)NC([2H])([2H])[2H])NC(=O)C1CC1)OC